N-(4-chlorobenzyl)maleimide ClC1=CC=C(CN2C(C=CC2=O)=O)C=C1